N4-((1s,4s)-4-aminocyclohexyl)-N2-(3-acetylphenyl)-5-(1-methyl-1H-pyrazol-4-yl)pyrimidine-2,4-diamine NC1CCC(CC1)NC1=NC(=NC=C1C=1C=NN(C1)C)NC1=CC(=CC=C1)C(C)=O